C(OC(C)(C)C)(OC1=CC=C(C2=CC=CC=C12)B1OC(C(O1)(C)C)(C)C)=O TERT-BUTYL (4-(4,4,5,5-TETRAMETHYL-1,3,2-DIOXABOROLAN-2-YL)NAPHTHALEN-1-YL) CARBONATE